[(1R)-1-(5-bromo-2-fluorophenyl)-2,2-difluoroethyl]-2-methylpropane-2-sulfinamide BrC=1C=CC(=C(C1)[C@H](C(F)F)CC(C)(S(=O)N)C)F